C1(=CC=CC=C1)C=1OC=C(N1)\C(\C=N\NC(NCC)=S)=N\NC(NCC)=S (2Z,2'E)-2,2'-(1-(2-phenyloxazol-4-yl)ethane-1,2-diylidene)bis(N-ethylhydrazine-1-carbothioamide)